N,N-dimethyl-1-(phenylthio)indol-3-amine CN(C1=CN(C2=CC=CC=C12)SC1=CC=CC=C1)C